quercetin triethylamine salt C(C)N(CC)CC.O1C(=C(O)C(=O)C=2C(O)=CC(O)=CC12)C1=CC(O)=C(O)C=C1